O-phosphoethanolamine, disodium salt [Na].[Na].P(=O)(O)(O)OCCN